ClC=1C=C(C=C(C1OC1=NNC(C(=C1)C(C)C)=O)C)N1N=C(C(NC1=O)=O)NC([O-])=O (2-[3-chloro-4-[(5-isopropyl-6-oxo-1H-pyridazin-3-yl)oxy]-5-methylphenyl]-3,5-dioxo-4H-1,2,4-triazin-6-yl)-carbamate